1-propionylpiperidine C(CC)(=O)N1CCCCC1